N-(7-cyclopentylpyrazolo[1,5-a]pyrimidin-6-yl)-N'-(6-{5-[(4-hydroxybutoxy)methyl]-1,2,4-oxadiazol-3-yl}-5-methylpyridin-3-yl)urea C1(CCCC1)C1=C(C=NC=2N1N=CC2)NC(=O)NC=2C=NC(=C(C2)C)C2=NOC(=N2)COCCCCO